1-(5-(2-(2-aminopyridin-3-yl)-5-phenyl-3H-imidazo[4,5-b]pyridin-3-yl)pyridin-2-yl)piperidine-4-carboxylic acid NC1=NC=CC=C1C1=NC=2C(=NC(=CC2)C2=CC=CC=C2)N1C=1C=CC(=NC1)N1CCC(CC1)C(=O)O